5-Isothiocyanato-1-methyl-3-(trifluoromethyl)pyrazole N(=C=S)C1=CC(=NN1C)C(F)(F)F